C(C)(C)(C)C1=NN=C(O1)NC(C1=CC(=C(C=C1)C)C#CC=1C=NC=CC1)=O N-(5-tert-butyl-1,3,4-oxadiazol-2-yl)-4-methyl-3-[2-(pyridin-3-yl)ethynyl]benzamide